4-(3-(2,2-difluoropropyl)phenyl)butanoic acid FC(CC=1C=C(C=CC1)CCCC(=O)O)(C)F